2-chloro-10-methyltetradecane ClC(C)CCCCCCCC(CCCC)C